C(C)/C(/C=O)=C\C(C\C=C\C)CC (2E,6E)-2,4-diethylocta-2,6-dienal